ClC=1C(=CC(=C(C1)C1=C(C=C(C=C1)F)S(=O)(=O)C)F)C(=O)NC=1C=NC(=C(C1)Cl)N1N=CC=N1 5-chloro-N-(5-chloro-6-(2H-1,2,3-triazol-2-yl)pyridin-3-yl)-2,4'-difluoro-2'-(methanesulfonyl)-[1,1'-biphenyl]-4-carboxamide